2-(3-Oxa-6-azabicyclo[3.1.1]heptan-6-yl)-N-(5-(difluoromethoxy)-2-((1-(trifluoromethyl)-2-oxabicyclo[2.2.2]octan-4-yl)carbamoyl)phenyl)-6-methoxybenzo[d]thiazole-7-carboxamide C12COCC(N1C=1SC3=C(N1)C=CC(=C3C(=O)NC3=C(C=CC(=C3)OC(F)F)C(NC31COC(CC3)(CC1)C(F)(F)F)=O)OC)C2